C1(CC1)=C1C[C@@]2(CCC(N2C1)=O)C(=O)OCC ethyl (S)-2-cyclopropylidene-5-oxotetrahydro-1H-pyrrolizine-7a(5H)-carboxylate